propoxycarbazole C(CC)OC1=CC=CC=2C3=CC=CC=C3NC12